yttrium chromium aluminum oxide [O-2].[Al+3].[Cr+3].[Y+3]